ClC=1C=C(C=CC1)C(C(=O)N1CC2=C(CCC1)N=C(NC2=O)C2(CC2)C=2SC=C(C2)C(C)C)(F)F 6-(2-(3-chlorophenyl)-2,2-difluoroacetyl)-2-(1-(4-isopropylthiophen-2-yl)cyclopropyl)-3,5,6,7,8,9-hexahydro-4H-pyrimido[5,4-c]azepin-4-one